ClC1=C(C=CC=C1NC1=C(C=CC=C1)C(F)(F)F)[C@@]1(CC(N(C(N1)=N)C1CCOCC1)=O)C (6S)-6-{2-Chloro-3-[2-(trifluoromethyl)anilino]-phenyl}-2-imino-6-methyl-3-(tetrahydropyran-4-yl)-hexahydropyrimidin-4-one